tris-(4-isocyanatophenyl) phosphate P(=O)(OC1=CC=C(C=C1)N=C=O)(OC1=CC=C(C=C1)N=C=O)OC1=CC=C(C=C1)N=C=O